(R)-tert-butyl 2-((tert-butyldimethyl silyl)oxy)-3-(4-(1,3-dinitropropan-2-yl)phenoxy)propanoate [Si](C)(C)(C(C)(C)C)O[C@@H](C(=O)OC(C)(C)C)COC1=CC=C(C=C1)C(C[N+](=O)[O-])C[N+](=O)[O-]